2-(3-chloro-4-(2-fluoro-4-hydroxy-3-isopropylbenzyl)-5-isopropylphenoxy)acetic acid ClC=1C=C(OCC(=O)O)C=C(C1CC1=C(C(=C(C=C1)O)C(C)C)F)C(C)C